C1(C=CC=C1)[Zr](N(C)C)(N(C)C)N(C)C (cyclopentadienyl)tris(dimethylamino)zirconium